ethyl 1-benzyl-4-(m-tolyl)pyrrolidine-3-carboxylate C(C1=CC=CC=C1)N1CC(C(C1)C=1C=C(C=CC1)C)C(=O)OCC